[Si].[Zn].C1=CC=CC=2C3=CC=CC=C3N(C12)C=1C=C(C=CC1)C1=NC(=NC(=C1)C1=CC(=CC=C1)N1C2=CC=CC=C2C=2C=CC=CC12)C=CC(=O)O 4,6-bis[3-(9H-carbazole-9-yl)phenyl]pyrimidineacrylic acid zinc silicon